O[C@@H](C(=O)C=1N(C=C(C1)C(=O)N1CC2(CC1)CCOCC2)C)C(CO)(C)C (R)-2,4-dihydroxy-3,3-dimethyl-1-(1-methyl-4-(8-oxa-2-azaspiro[4.5]decane-2-carbonyl)-1H-pyrrol-2-yl)butan-1-one